N1N=CC(=C1)CCNC1=NC(=NC(=C1C)C)C(=O)N[C@H](C)C1=CC(=CC=C1)F (R)-4-((2-(1H-pyrazol-4-yl)ethyl)amino)-N-(1-(3-fluorophenyl)ethyl)-5,6-dimethylpyrimidine-2-carboxamide